1,4-bis(4-hydroxyphenyl)-1,3-cyclohexadiene OC1=CC=C(C=C1)C1=CC=C(CC1)C1=CC=C(C=C1)O